methyl 2-[[4-[tert-butyl(dimethyl)silyl]oxy-5-(dimethylamino)pentyl]amino]thiazole-4-carboxylate [Si](C)(C)(C(C)(C)C)OC(CCCNC=1SC=C(N1)C(=O)OC)CN(C)C